2-amino-7-bromo-N-(1-fluoropropane-2-yl)[1,2,4]triazolo[1,5-a]pyridine-5-carboxamide NC1=NN2C(C=C(C=C2C(=O)NC(CF)C)Br)=N1